C1=NC2=C(N1[C@H]3[C@@H]([C@@H]([C@H](O3)CO)O)O)N=C(NC2=O)N The molecule is a purine nucleoside in which guanine is attached to ribofuranose via a beta-N(9)-glycosidic bond. It has a role as a fundamental metabolite. It is a purines D-ribonucleoside and a member of guanosines. It derives from a guanine.